C1(=C(C(=C(C(=C1[2H])[2H])[2H])[2H])[2H])C1=CC2=C(C3=C(O2)C=CC=C3C=3C2=CC=CC=C2C(=C2C=CC=CC32)C3=C(C(=C(C(=C3[2H])[2H])[2H])[2H])[2H])C=C1 7-(phenyl-d5)-1-(10-(phenyl-d5)anthracen-9-yl)dibenzo[b,d]furan